tert-butyl 2-(4-(2-cyano-5-(((5-fluoro-2,3-dihydrobenzofuran-4-yl)methyl)amino)imidazo[1,2-c]pyrimidin-8-yl)-3-methylphenyl)pyrrolidine-1-carboxylate C(#N)C=1N=C2N(C(=NC=C2C2=C(C=C(C=C2)C2N(CCC2)C(=O)OC(C)(C)C)C)NCC2=C(C=CC3=C2CCO3)F)C1